FC1([C@H]([C@@H](CCC1)NC(=O)C=1C(N(N=C(C1)C1=CC=C(C=C1)OC(F)(F)F)C=1C=NC=CC1)=O)O)F N-[(1R,2S)-3,3-difluoro-2-hydroxycyclohexyl]-3-oxo-2-(pyridin-3-yl)-6-[4-(trifluoromethoxy)phenyl]-2,3-dihydropyridazine-4-carboxamide